N-(2-(1H-indol-3-yl)ethyl)-4-(4-methylpiperazin-1-yl)-6-(3,4,6,7-tetrahydro-5H-imidazo[4,5-c]pyridin-5-yl)-1,3,5-triazine-2-amine N1C=C(C2=CC=CC=C12)CCNC1=NC(=NC(=N1)N1CCN(CC1)C)N1CC2=C(CC1)N=CN2